(S)-4-((2-fluoropyridin-3-yl)oxy)-N-(5-methyl-4-oxo-7-(piperidin-4-ylethynyl)-2,3,4,5-tetrahydrobenzo[b][1,4]oxazepin-3-yl)picolinamide FC1=NC=CC=C1OC1=CC(=NC=C1)C(=O)N[C@@H]1C(N(C2=C(OC1)C=CC(=C2)C#CC2CCNCC2)C)=O